OF.[Ni] nickel hydroxyl fluoride